ClC=1C=C(C(=O)NCCCN2CCN(CCC2)CCC(CCCO)O/N=C/C2=CC=CC=C2)C=C(C1Cl)O 3,4-dichloro-5-hydroxy-N-{3-[4-(6-hydroxy-3-{[(E)-(phenylmethylene)amino]oxy}hexyl)-1,4-diazacyclohept-1-yl]propyl}benzamide